3-methyl-4-(4-(trifluoromethyl)styryl)pyrrolidine hydrochloride Cl.CC1CNCC1C=CC1=CC=C(C=C1)C(F)(F)F